N-[5-[(5S)-3-bromo-4,5-dihydroisoxazol-5-yl]-2-methyl-phenyl]-5-(trifluoromethyl)pyridin-3-amine BrC1=NO[C@@H](C1)C=1C=CC(=C(C1)NC=1C=NC=C(C1)C(F)(F)F)C